O=C1N[C@@H]2[C@H](C[C@H]1C2)C2=CC=C(C=C2)C2=CC(=CC1=CC(=CC=C21)C2=CC=C(C=C2)C(F)(F)F)C(=O)OCC Ethyl 4-(4-((1S,4S,6R)-3-oxo-2-azabicyclo[2.2.1]heptan-6-yl)phenyl)-7-(4-(trifluoromethyl)phenyl)-2-naphthoate